C1(CC1)C=1C=C(C=2N(C1)C=C(N2)CNC2=CC=C1C=CC(=NC1=C2)[C@@H]2[C@H](C2)C2=NC=CC(=N2)C)N2C(N(C(C2)=O)C(C2=CC=CC=C2)(C2=CC=CC=C2)C2=CC=CC=C2)=O |r| rac-1-(6-cyclopropyl-2-(((2-((1S*,2S*)-2-(4-methylpyrimidin-2-yl)cyclopropyl)quinolin-7-yl)amino)methyl)imidazo[1,2-a]pyridin-8-yl)-3-tritylimidazolidine-2,4-dione